4-methyl-1-[2-oxo-2-[rac-(3S)-3-(trifluoromethyl)morpholin-4-yl]ethyl]-3-(6-pyrazolo[1,5-a]pyridin-3-yl-3-pyridyl)benzimidazol-2-one CC1=CC=CC=2N(C(N(C21)C=2C=NC(=CC2)C=2C=NN1C2C=CC=C1)=O)CC(N1[C@@H](COCC1)C(F)(F)F)=O |r|